(3-bromo-4-hydroxyphenyl)propionic acid BrC=1C=C(C=CC1O)C(C(=O)O)C